(5-chloro-1H-indol-3-yl)-6-phenyl-3,4-dihydroisoquinoline-2(1H)-carboxamide ClC=1C=C2C(=CNC2=CC1)C1N(CCC2=CC(=CC=C12)C1=CC=CC=C1)C(=O)N